6-(2,6-dimethylphenyl)-1,2,3,4-tetrahydroisoquinolin CC1=C(C(=CC=C1)C)C=1C=C2CCNCC2=CC1